ClC1=C(C=CC=C1)N1C(N=C(C2=CC=C(C=C12)C(F)(F)F)NC(C)C)=O 1-(2-Chlorophenyl)-4-(isopropylamino)-7-(trifluoromethyl)quinazolin-2(1H)-one